N[C@@H](CCS(=O)(O)=O)C(=O)[O-] Homocysteate